2-Methoxy-8-(3,4,5-trimethyloxyphenyl)-1H-phenalen-1-one COC=1C(C=2C=C(C=C3C=CC=C(C1)C23)C2=CC(=C(C(=C2)OC)OC)OC)=O